(5-((3-(Pyrrolidin-1-ylsulfonyl)-5-(trifluoromethyl)phenyl)sulfonyl)thiophen-2-yl)methanamine N1(CCCC1)S(=O)(=O)C=1C=C(C=C(C1)C(F)(F)F)S(=O)(=O)C1=CC=C(S1)CN